ethyl-2-isopropyl-5-methylcyclohexanecarboxamide C(C)C1(C(CCC(C1)C)C(C)C)C(=O)N